ClC1=NN(C2=CC=C(C=C12)COC1=CC(=C2C=C(COC2=C1)CN1CCC(CC1)C(=O)O)F)C1CCCC1 1-[7-(3-chloro-1-cyclopentyl-1H-indazol-5-ylmethoxy)-5-fluoro-2H-chromen-3-ylmethyl]-piperidine-4-carboxylic acid